n-propyl-cyclopentadienyl-tri(dimethylamino)hafnium C(CC)C1(C=CC=C1)[Hf](N(C)C)(N(C)C)N(C)C